C(C)(C)(C)C1=C(N)C(=CC(=C1)C)C(C)(C)C 2,6-di-t-butyl-p-toluidine